OCTENYL-SUCCINATE C(=CCCCCCC)C(C(=O)[O-])CC(=O)[O-]